CC1(CC1)NC(COC1=CC=C(C=C1)C1=NC2=C(N1)C=CC(=C2)N2C(C1=CC=C(C=C1C2)N2CCCCC2)=O)=O N-(1-methylcyclopropyl)-2-(4-(5-(1-oxo-5-(piperidin-1-yl)-1,3-dihydro-2H-isoindol-2-yl)-1H-benzimidazol-2-yl)phenoxy)acetamide